1-(4-fluorophenyl)-2-methoxy-ethanone oxime FC1=CC=C(C=C1)C(COC)=NO